5-(3-(2-amino-[1,2,4]triazolo-[1,5-a]pyridin-7-yl)-2,6-difluorophenoxy)-3-fluoro-2-(4-fluorophenyl)pentan-2-ol NC1=NN2C(C=C(C=C2)C=2C(=C(OCCC(C(C)(O)C3=CC=C(C=C3)F)F)C(=CC2)F)F)=N1